tert-butyl (R)-3-(2-fluoro-N-(5-fluoro-8-methylisoquinolin-1-yl)-4-(pyrimidin-2-ylamino)benzamido)piperidine-1-carboxylate FC1=C(C(=O)N(C2=NC=CC3=C(C=CC(=C23)C)F)[C@H]2CN(CCC2)C(=O)OC(C)(C)C)C=CC(=C1)NC1=NC=CC=N1